2-(((2-((6-bromobenzo[d]thiazol-2-yl)amino)pyridin-4-yl)methyl)(methyl)amino)ethanol BrC1=CC2=C(N=C(S2)NC2=NC=CC(=C2)CN(CCO)C)C=C1